2-METHYLPENT-4-ENE-2-SULFONAMIDE CC(C)(CC=C)S(=O)(=O)N